S1C(=NC=C1)C1C(C1)N 2-thiazolylcyclopropan-1-amine